ClC=1C=C2C(=C3C1NC(NC31CCCCC1)=O)OC(=N2)CN2C[C@@H](CC2)O 5-chloro-2-{[(3R)-3-hydroxypyrrolidin-1-yl]methyl}-7,8-dihydro-6H-spiro[[1,3]oxazolo[5,4-f]quinazoline-9,1'-cyclohexan]-7-one